2-(4-(2-((3-(Bis(2-hydroxydodecyl)amino)propyl)disulfaneyl)ethyl)piperazin-1-yl)ethyl 4-(bis(2-hydroxydecyl)amino)butanoate OC(CN(CCCC(=O)OCCN1CCN(CC1)CCSSCCCN(CC(CCCCCCCCCC)O)CC(CCCCCCCCCC)O)CC(CCCCCCCC)O)CCCCCCCC